(S)-(4-chlorophenyl)(4-(3-(5-fluoropyridin-2-ylamino)pyrrolidin-1-yl)-3-(2-hydroxyethyl)phenyl)methanone ClC1=CC=C(C=C1)C(=O)C1=CC(=C(C=C1)N1C[C@H](CC1)NC1=NC=C(C=C1)F)CCO